4-(4-((5-(1,6-dimethyl-1H-pyrazolo[3,4-d]pyrimidin-4-yl)-3-methyl-4,5,6,7-tetrahydro-1H-pyrazolo[4,3-c]pyridin-1-yl)methyl)bicyclo[2.2.2]oct-1-yl)morpholine CN1N=CC=2C1=NC(=NC2N2CC1=C(CC2)N(N=C1C)CC12CCC(CC1)(CC2)N2CCOCC2)C